C(C)(C)NC(O[C@H]1C[C@H](CC1)C=1NN=C(C1)NC(=O)C=1N(N=C(C1)C1=C(C(=CC(=C1)COC)O)C=O)C)=O (1R,3S)-3-(5-{5-[2-formyl-3-hydroxy-5-(methoxymethyl)phenyl]-2-methylpyrazole-3-amido}-2H-pyrazol-3-yl)cyclopentyl N-isopropylcarbamate